CC(C)(C)OC(=O)NC1CC(C1)CO Tert-butyl N-[(1s,3s)-3-(hydroxymethyl)cyclobutyl]carbamate